6-bromo-3,3,5-trimethylindolin-2-one BrC1=C(C=C2C(C(NC2=C1)=O)(C)C)C